CCCCC/C=C\\C/C=C\\C/C=C\\C/C=C\\CCCC(=O)OC[C@H](COP(=O)([O-])[O-])OC(=O)CCC/C=C\\C/C=C\\C/C=C\\C/C=C\\CCCCC The molecule is a 1-acyl-2-arachidonoyl-sn-glycerol 3-phosphate(2-) obtained by deprotonation of the phosphate OH groups of 1,2-diarachidonoyl-sn-glycero-3-phosphate; major species at pH 7.3. It is a conjugate base of a 1,2-diarachidonoyl-sn-glycero-3-phosphate.